COC[C@@H]1C=C[C@@H](O1)N1C(NC(C(=C1)C)=O)=O 1-((2R,5S)-5-(methoxymethyl)-2,5-dihydrofuran-2-yl)-5-methylpyrimidine-2,4(1H,3H)-dione